2-tertiary butyl-isopropyl-phenol C(C)(C)(C)C1=C(C=CC=C1C(C)C)O